1-(4-(1-((1S,2S)-2-((2-(2,6-dioxopiperidin-3-yl)-1-oxo-isoindolin-5-yl)oxy)cyclohexyl)azetidin-3-yl)piperidine-1-carbonyl)cyclopropane-1-carbonitrile O=C1NC(CCC1N1C(C2=CC=C(C=C2C1)O[C@@H]1[C@H](CCCC1)N1CC(C1)C1CCN(CC1)C(=O)C1(CC1)C#N)=O)=O